BrC(C1=CC(=CC=C1)F)(F)F 1-(bromodifluoromethyl)-3-fluorobenzene